FC=1C=CC=2C3=C(N=NC2C1)N(C(N3C3CCOCC3)=O)C 7-fluoro-3-methyl-1-(tetrahydro-2H-pyran-4-yl)-1H-imidazo[4,5-c]cinnolin-2(3H)-one